7-bromo-4-methylindoline-2,3-dione BrC=1C=CC(=C2C(C(NC12)=O)=O)C